N-(2-hydroxyethyl)-2-aminoethanesulfonate OCCNCCS(=O)(=O)[O-]